5-(2-(2-methyl-6-phenylpiperidin-1-yl)-2-oxoacetamido)nicotinamide CC1N(C(CCC1)C1=CC=CC=C1)C(C(=O)NC=1C=NC=C(C(=O)N)C1)=O